(R)-4-[2-(5-Fluoro-2-pyridyl)-6-(methoxymethyl)-4,5,6,7-tetrahydropyrazolo[1,5-a]pyridin-3-yl]-6-methyl-1H-pyrazolo[3,4-b]pyridine FC=1C=CC(=NC1)C1=NN2C(CC[C@H](C2)COC)=C1C1=C2C(=NC(=C1)C)NN=C2